BrC1=CC=C(C=C1)N1N=C(C(=C1)[C@H]1O[C@@H](C(N1)=O)C)C1=NC=C(C=C1)Cl (2R,5R)-2-(1-(4-bromophenyl)-3-(5-chloropyridin-2-yl)-1H-pyrazol-4-yl)-5-methyloxazolidin-4-one